5-(2-Fluoro-6-methylphenyl)-3-(1-methyl-1H-pyrazol-4-yl)-1H-pyrazolo[4,3-c]pyridazin-6(5H)-on FC1=C(C(=CC=C1)C)N1N=C2C(=CC1=O)NN=C2C=2C=NN(C2)C